4-[1-[2-[5-cyclopropyl-3-trifluoromethylpyrazol-1-yl]acetyl]-4-piperidinyl]-N-tetrahydronaphthalene-1-ylpyridine-2-carboxamide C1(CC1)C1=CC(=NN1CC(=O)N1CCC(CC1)C1=CC(=NC=C1)C(=O)NC1CCCC2=CC=CC=C12)C(F)(F)F